aluminum calcium-silicon-barium [Ba].[Si].[Ca].[Al]